2-β-acetamido-ethyloxy-p-phenylenediamine C(C)(=O)NCCOC1=C(C=CC(=C1)N)N